ClC1=CC=CC(=N1)NC([C@H](C1=CC=C(C=C1)C=1N=NN(N1)C)[C@@H]1CC(CC1)(F)F)=O (S)-N-(6-Chloropyridin-2-yl)-2-((S)-3,3-difluorocyclopentyl)-2-(4-(2-methyl-2H-tetrazol-5-yl)phenyl)acetamide